tert-butyl-7-(2,6-dioxopiperidin-3-yl)-3',3'-difluoro-6-oxo-7,8-dihydro-2H,6H-spiro[furo[2,3-e]isoindole-3,4'-piperidine] C(C)(C)(C)N1CC(C2(CC1)COC1=C3CN(C(C3=CC=C12)=O)C1C(NC(CC1)=O)=O)(F)F